N-[1-(8-chloro-4-oxo-2-phenyl-1,4-dihydroquinolin-3-yl)ethylidene]-2-methylpropane-2-sulfenamide ClC=1C=CC=C2C(C(=C(NC12)C1=CC=CC=C1)C(C)=NSC(C)(C)C)=O